(4s,5r)-5-methyl-oxazolidine-4-carboxylic acid C[C@@H]1[C@H](NCO1)C(=O)O